FC(OC=1C=C(C=C(C1C(=O)N1CC(C1)C(F)(F)F)OC)C1=CN=C2N1C=CC(=C2)C(C#N)(C)C)F 2-[3-[3-(Difluoromethoxy)-5-methoxy-4-[3-(trifluoromethyl)azetidine-1-carbonyl]phenyl]imidazo[1,2-a]pyridin-7-yl]-2-methyl-propionitrile